methyl 3-((3-((tert-butyldimethylsilyl)oxy)-2-hydroxypropyl)carbamoyl)cyclopentane-1-carboxylate [Si](C)(C)(C(C)(C)C)OCC(CNC(=O)C1CC(CC1)C(=O)OC)O